7-{8-[3-(1H-Benzimidazol-1-yl)propoxy]-2-methylimidazo[1,2-b]pyridazin-6-yl}-5-fluoro-3-(piperidin-4-yl)cinnoline tri-hydrochloride Cl.Cl.Cl.N1(C=NC2=C1C=CC=C2)CCCOC=2C=1N(N=C(C2)C2=CC(=C3C=C(N=NC3=C2)C2CCNCC2)F)C=C(N1)C